BrNC1=C(C=CC(=C1)F)C bromo-5-fluoro-2-methylaniline